ClC1=NC=C(C(=N1)N1C=CC2=CC=CC=C12)Cl (2,5-dichloropyrimidin-4-yl)-1H-indole